O=C1[C@H](CCCC[C@@H]2N1[C@@H](CC2)C(=O)N2C1(CC1)C[C@@H](C2)C=2C=NC=CC2)NC(=O)C2=CC1=C(S2)C=CC(=C1)CP(O)(O)=O ((2-(((3S,6S,10aS)-5-oxO-3-((R)-6-(pyridin-3-yl)-4-azaspiro[2.4]heptane-4-carbonyl)decahydropyrrolo[1,2-a]azocin-6-yl)carbamoyl)benzo[b]thiophen-5-yl)methyl)phosphonic acid